2-bromo-4,6-bis((3-bromophenyl)thio)benzonitrile BrC1=C(C#N)C(=CC(=C1)SC1=CC(=CC=C1)Br)SC1=CC(=CC=C1)Br